(2S,3R,4R,5S)-3,4,5-tris(benzyloxy)-2-((benzyloxy)methyl)-1-(((1r,4S)-4-(difluoromethyl)cyclohexyl)methyl)piperidine C(C1=CC=CC=C1)O[C@@H]1[C@@H](N(C[C@@H]([C@H]1OCC1=CC=CC=C1)OCC1=CC=CC=C1)CC1CCC(CC1)C(F)F)COCC1=CC=CC=C1